N(=NC(C(=O)OC)(C)C)C(C(=O)OC)(C)C dimethyl azobis(isobutyrate)